6-(2-(2-chloro-3-fluorophenyl)-2-hydroxyacetyl)-2-(1-phenylcyclopropyl)-5,6,7,8-tetrahydropyrido[4,3-d]pyrimidin-4(3H)-one ClC1=C(C=CC=C1F)C(C(=O)N1CC2=C(N=C(NC2=O)C2(CC2)C2=CC=CC=C2)CC1)O